((2R,3S,4R,5R)-5-(4-aminopyrrolo[2,1-f][1,2,4]triazin-7-yl)-5-cyano-3,4-dihydroxytetrahydrofuran-2-yl) acetate C(C)(=O)O[C@H]1O[C@@]([C@@H]([C@@H]1O)O)(C#N)C1=CC=C2C(=NC=NN21)N